5,5'-oxybis(N-octadecenyl-2-formyl-pyridin-4-one) O(C=1C(C=C(N(C1)C=CCCCCCCCCCCCCCCCC)C=O)=O)C=1C(C=C(N(C1)C=CCCCCCCCCCCCCCCCC)C=O)=O